ClC=1C=C(C=C(C1)Cl)C1(CC(=NO1)C1=CC(=C(C(=O)NNC(COC)=O)C=C1)C)C(F)(F)F 4-(5-(3,5-dichlorophenyl)-5-(trifluoromethyl)-4,5-dihydroisoxazol-3-yl)-N'-(2-methoxyacetyl)-2-methylbenzoyl-hydrazine